N1=CNC=2C1=CSC2 thieno[3,4-d]-imidazole